(±)-3-(3-Fluoro-4-methoxyphenyl)-3-(4-(3-(5,6,7,8-tetrahydro-1,8-naphthyridin-2-yl)propyl)-1H-pyrrol-2-yl)propanoic acid FC=1C=C(C=CC1OC)[C@@H](CC(=O)O)C=1NC=C(C1)CCCC1=NC=2NCCCC2C=C1 |r|